(2R)-1-O-β-D-glucosylglycerol [C@@H]1([C@H](O)[C@@H](O)[C@H](O)[C@H](O1)CO)OCC(O)CO